The molecule is a member of the class of indazoles that is 1H-indazole that is substituted at positions 1 and 3 by 2,4-dichlorobenzyl and carboxy groups, respectively. It has a role as an antispermatogenic agent and an antineoplastic agent. It is a member of indazoles, a dichlorobenzene and a monocarboxylic acid. C1=CC=C2C(=C1)C(=NN2CC3=C(C=C(C=C3)Cl)Cl)C(=O)O